CC1=NC(=NC(=C1)NC1=NNC(=C1)C)N1CCN(CC1)C(=O)N[C@@H](C)C=1C=NC(=CC1)O[C@@H](C)CCC 4-(4-methyl-6-((5-methyl-1H-pyrazol-3-yl)amino)pyrimidin-2-yl)-N-((S)-1-(6-(((S)-pentan-2-yl)oxy)pyridin-3-yl)ethyl)piperazine-1-amide